C1=CC=CC=2C3=CC=CC=C3C(C12)COC(=O)N1CSC([C@@H]1C(=O)O)(C)C (S)-3-(((9H-fluoren-9-yl)methoxy)carbonyl)-5,5-dimethylthiazolidine-4-carboxylic acid